BrC=1C=C2CC(NC2=CC1)=O 5-bromo-1,3-dihydro-2H-indol-2-one